FC(C1=C(C2=CC=CC=C2C=C1)N1C(C=CC1=O)=O)(F)F 1-(2-(trifluoromethyl)naphthalen-1-yl)-1H-pyrrole-2,5-dione